(S)-2-(Phenylmethylamino)butanoic acid methyl ester COC([C@H](CC)NCC1=CC=CC=C1)=O